C(C)NC1CN(CC1)C=1C2=CN(N=C2C(=CC1)C(=O)NC=1C=C(C=2N(C1)C=C(N2)C)F)CCOC 4-(3-(ethylamino)pyrrolidin-1-yl)-N-(8-fluoro-2-methylimidazo[1,2-a]pyridin-6-yl)-2-(2-methoxyethyl)-2H-indazole-7-carboxamide